N=1N(C=C2C1CNC2)C=2C1=C(N=CN2)N(C=C1)COCC[Si](C)(C)C 4-(5,6-Dihydropyrrolo[3,4-c]pyrazol-2(4H)-yl)-7-((2-(trimethylsilyl)ethoxy)methyl)-7H-pyrrolo[2,3-d]pyrimidine